OC1=CC=C(C=C1C1=CC=CC=C1)C=C(C#CC1(C=CC(C(=C1)C1=CC=CC=C1)=O)O)C#CC1(C=CC(C(=C1)C1=CC=CC=C1)=O)O 5,5''-(3-((6-hydroxy-[1,1'-biphenyl]-3-yl)methylene)penta-1,4-diyne-1,5-diyl)bis(5-hydroxy-[1,1'-biphenyl]-2(5H)-one)